N-(6-(6-fluoro-7-(isopropylamino)-5-methoxy-1H-indazol-4-yl)imidazo[1,2-a]pyrazin-2-yl)cyclopropanecarboxamide FC1=C(C(=C2C=NNC2=C1NC(C)C)C=1N=CC=2N(C1)C=C(N2)NC(=O)C2CC2)OC